(3S)-3-(4-fluoro-2',4',5,6'-tetramethylbiphenyl-3-yl)-3-(4-methyl-2-(5-(2-(3-methylazetidin-1-yl)ethyl)-2-oxo-4-(trifluoromethyl)pyridin-1(2H)-yl)pentanamido)propanoic acid FC1=C(C=C(C=C1C)C1=C(C=C(C=C1C)C)C)[C@H](CC(=O)O)NC(C(CC(C)C)N1C(C=C(C(=C1)CCN1CC(C1)C)C(F)(F)F)=O)=O